9-(4,5-dihydro-1H-imidazol-2-ylmethoxy)-6-isopentyl-5-methyl-pyrido[4,3-b]carbazole N1C(=NCC1)COC1=CC=2C=3C=C4C(=C(C3N(C2C=C1)CCC(C)C)C)C=CN=C4